propan-1-aminium bromide [Br-].C(CC)[NH3+]